ClC=1C=C(C(=NC1)C1CC1)NC(\C=C\C1=C(C=C2C(=N1)NN=C2)F)=O (E)-N-(5-Chloro-2-cyclopropylpyridin-3-yl)-3-(5-fluoro-1H-pyrazolo[3,4-b]pyridin-6-yl)acrylamide